OC1(CN(C1)C(=O)C=1N=C2N(C3=C(C(=N[C@H]2C)C2=NC=CC=C2F)C(=C(C=C3)C(F)(F)F)Cl)C1)C (3-hydroxy-3-methyl-azetidin-1-yl)-[(4S)-7-chloro-6-(3-fluoro-2-pyridyl)-4-methyl-8-(trifluoromethyl)-4H-imidazo[1,2-a][1,4]benzodiazepin-2-yl]methanone